FC1=C(CN2[C@@H](CCC2=O)CC(=O)NC(C(=O)NC2=CC(=C(C=C2)OC)OC)C(C)C)C=CC=C1F 2-(2-((S)-1-(2,3-Difluorobenzyl)-5-oxopyrrolidin-2-yl)acetamido)-N-(3,4-dimethoxyphenyl)-3-methylbutanamide